tert-butyl (2-(6-((2S,5R)-4-(bis(4-chlorophenyl)methyl)-2,5-dimethylpiperazin-1-yl)-2-chloro-9H-purin-9-yl)ethyl)(methyl)carbamate ClC1=CC=C(C=C1)C(N1C[C@@H](N(C[C@H]1C)C1=C2N=CN(C2=NC(=N1)Cl)CCN(C(OC(C)(C)C)=O)C)C)C1=CC=C(C=C1)Cl